N(=[N+]=[N-])[C@H](C(=O)N1[C@@H](C[C@H](C1)O)C(=O)NC)C(C)C (2S,4R)-1-[(2S)-2-azido-3-methyl-butanoyl]-4-hydroxy-N-methyl-pyrrolidine-2-carboxamide